C1(=C(C=CC=C1)CC(=O)NC(C(=O)O)CCN(CCCCC1=NC=2NCCCC2C=C1)CCOC1=CC=CC=C1)C 2-[[2-(o-tolyl)acetyl]amino]-4-[2-phenoxyethyl-[4-(5,6,7,8-tetrahydro-1,8-naphthyridin-2-yl)butyl]amino]butanoic acid